FC1(CCC2=C1N=C(N=C2C2=NOC(=N2)C(C(=O)N2CCCCC2)(C)C)N2[C@H](CC2)C)F (S)-2-(3-(7,7-difluoro-2-(2-methylazetidin-1-yl)-6,7-diHydro-5H-cyclopenta[d]pyrimidin-4-yl)-1,2,4-oxadiazol-5-yl)-2-methyl-1-(piperidin-1-yl)propane-1-On